3-(3-(4-(chloromethyl)phenyl)-5-(4-methoxypyridin-2-yl)-3H-imidazo[4,5-b]pyridin-2-yl)pyridin-2-amine ClCC1=CC=C(C=C1)N1C(=NC=2C1=NC(=CC2)C2=NC=CC(=C2)OC)C=2C(=NC=CC2)N